tert-butyl [(1R)-1-(6-bromo-1-tert-butyl-4-fluoro-1H-benzimidazol-2-yl)ethyl]carbamate BrC=1C=C(C2=C(N(C(=N2)[C@@H](C)NC(OC(C)(C)C)=O)C(C)(C)C)C1)F